OC1=C(C(=CC2=C1C(C=C(O2)C2=CC=CC=C2)=O)C2=C(C=C(C=C2C(F)(F)F)C(F)(F)F)S(=O)(=O)[O-])C2=C(C=C(C=C2C(F)(F)F)C(F)(F)F)S(=O)(=O)[O-] 5-hydroxy-4-oxo-2-phenyl-4H-benzopyran-6,7-diylbis(3,5-bis(trifluoromethyl) benzenesulfonate)